FC=1C=C(C=C(C1)F)[C@@H]1CCC2=NN(C(N21)=O)C2CN(C2)C2=CC(=NC=C2)F (S)-5-(3,5-difluorophenyl)-2-(1-(2-fluoropyridin-4-yl)azetidin-3-yl)-2,5,6,7-tetrahydro-3H-pyrrolo[2,1-c][1,2,4]triazol-3-one